tert-butyl 4-(6-((4-cyano-2-fluorobenzyl)oxy)pyridin-2-yl)-3-oxopiperazine-1-carboxylate C(#N)C1=CC(=C(COC2=CC=CC(=N2)N2C(CN(CC2)C(=O)OC(C)(C)C)=O)C=C1)F